C(#C)C1=CC=C2[C@H](CCOC2=C1)NC(OC(C)(C)C)=O (S)-tert-butyl (7-ethynylchroman-4-yl)carbamate